C(#N)C1=C(C=CC(=C1)CC)S(=O)(=O)N1C[C@@H]([C@@](C1)(CO)O)OC1=CC(=C(C#N)C=C1)F 4-(((3s,4r)-1-((2-cyano-4-ethylphenyl)sulfonyl)-4-hydroxy-4-(hydroxymethyl)pyrrolidin-3-yl)oxy)-2-fluorobenzonitrile